3-[[(2S,6R)-2-[[bis(4-methoxyphenyl)-phenyl-methoxy]methyl]-4-cyclohexyl-6-(5-methyl-2,4-dioxo-pyrimidin-1-yl)morpholin-2-yl]methoxy-(diisopropylamino)phosphanyl]oxypropanenitrile COC1=CC=C(C=C1)C(OC[C@@]1(CN(C[C@@H](O1)N1C(NC(C(=C1)C)=O)=O)C1CCCCC1)COP(OCCC#N)N(C(C)C)C(C)C)(C1=CC=CC=C1)C1=CC=C(C=C1)OC